6-(4-((1-isobutylpiperidin-4-yl)oxy)phenyl)-1,4-dimethyl-2-(4-(methylsulfonyl)phenyl)-1H-benzo[d]imidazole C(C(C)C)N1CCC(CC1)OC1=CC=C(C=C1)C=1C=C(C2=C(N(C(=N2)C2=CC=C(C=C2)S(=O)(=O)C)C)C1)C